pyridinium (2SR,5RS)-N-(morpholin-4-yl)-7-oxo-6-(sulfooxy)-1,6-diazabicyclo[3.2.1]octane-2-carboxamide N1(CCOCC1)NC(=O)[C@H]1N2C(N([C@H](CC1)C2)OS(=O)(=O)O)=O.[NH+]2=CC=CC=C2 |r|